FC1([C@H](C=2C(=CN(C2CC1)C1=C(C=C(C#N)C=C1)F)C(F)(F)F)O)F (S)-4-(5,5-Difluoro-4-hydroxyl-3-(trifluoromethyl)-4,5,6,7-tetrahydro-1H-indol-1-yl)-3-fluorobenzonitrile